CC=1N=C2N(C=C(N=C2C)NC(=O)C=2C(=NC(=NC2)N2CC3(CN(C3)C(=O)OC(C)(C)C)C2)OCC)C1 tert-butyl 6-(5-((2,8-dimethylimidazo[1,2-a]pyrazin-6-yl) carbamoyl)-4-ethoxypyrimidin-2-yl)-2,6-diazaspiro[3.3]heptane-2-carboxylate